C(C1=CC=CC=C1)(=O)NC1=NC=CC(=C1)B(O)O (2-Benzoylaminopyridin-4-yl)boronic acid